CC(C(=O)C1=CC=C(C=C1)C(C)(C)C)C 2-methyl-1-[4-(tertiary butyl)phenyl]-1-propanone